FC1=NC=CC=C1CS 2-fluoro-3-pyridinyl-methyl mercaptan